tert-butyl 4-(2-(5-(methoxycarbonyl)-2-nitrophenoxy)ethyl)piperidine-1-carboxylate COC(=O)C=1C=CC(=C(OCCC2CCN(CC2)C(=O)OC(C)(C)C)C1)[N+](=O)[O-]